CNCCCOCCCNC(OCC1=CC=CC=C1)=O benzyl N-{3-[3-(methylamino) propoxy]propyl}carbamate